4-bromo-N-(3'-(difluoromethoxy)-4,5'-difluoro-[1,1'-biphenyl]-3-yl)benzenesulfonamide BrC1=CC=C(C=C1)S(=O)(=O)NC=1C=C(C=CC1F)C1=CC(=CC(=C1)F)OC(F)F